(5aR,5bS,7aR,10aS,10bS)-5a,7a-dimethyl-8-(6-methylheptan-2-yl)-N-(2-nitrophenyl)-5,5a,5b,6,7,7a,8,9,10,10a,10b,11-dodecahydro-4H-cyclopenta[7,8]phenanthro[2,1-d]thiazol-2-amine C[C@@]12CCC=3N=C(SC3C2=CC[C@H]2[C@H]3[C@](CC[C@H]12)(C(CC3)C(C)CCCC(C)C)C)NC3=C(C=CC=C3)[N+](=O)[O-]